ClC=1C=CC(=C(C1)C1=CC(N(C=C1OC)C(C(=O)NC1=CC2=CN(N=C2C=C1)CCO)CC)=O)N1N=NC(=C1)C(F)F 2-[4-{5-chloro-2-[4-(difluoromethyl)-1H-1,2,3-triazol-1-yl]phenyl}-5-methoxy-2-oxopyridin-1(2H)-yl]-N-[2-(2-hydroxyethyl)-2H-indazol-5-yl]butanamide